1,2-bis(3,5-dihydroxy-4-isopropylphenyl)ethane benzyl-((3aR,5r,6aS)-2-((2,4-dimethylphenyl)sulfonyl)octahydrocyclopenta[c]pyrrol-5-yl)((tetrahydro-2H-pyran-4-yl)methyl)carbamate C(C1=CC=CC=C1)OC(N(CC1CCOCC1)C1C[C@@H]2[C@@H](CN(C2)S(=O)(=O)C2=C(C=C(C=C2)C)C)C1)=O.OC=1C=C(C=C(C1C(C)C)O)CCC1=CC(=C(C(=C1)O)C(C)C)O